[6-(1,3-dimethylpyrazol-4-yl)-3,6-dihydro-2H-pyran-4-yl] trifluoromethanesulfonate FC(S(=O)(=O)OC=1CCOC(C1)C=1C(=NN(C1)C)C)(F)F